tert-butyl 7-(7-bromo-2,6-dichloro-8-fluoroquinazolin-4-yl)-2,7-diazaspiro[3.5]nonane-2-carboxylate BrC1=C(C=C2C(=NC(=NC2=C1F)Cl)N1CCC2(CN(C2)C(=O)OC(C)(C)C)CC1)Cl